N-(4-((2-(2-fluoroprop-2-yl)-6-methylpyrimidin-4-yl)amino)-5-(5-fluoropyrimidin-2-yl)pyridin-2-yl)acetamide FC(C)(C)C1=NC(=CC(=N1)NC1=CC(=NC=C1C1=NC=C(C=N1)F)NC(C)=O)C